1-mercaptouric acid SN1C(=O)NC=2NC(=O)NC2C1=O